CC1=CC=C(C=C1)S(=O)(=O)OCCCCC1CCN(CC1)C=1C(=CC2=C(C(C=3NC4=CC(=CC=C4C3C2=O)C#N)(C)C)C1)CC 4-(1-{3-cyano-9-ethyl-6,6-dimethyl-11-oxo-5H,6H,11H-benzo[b]carbazol-8-yl}piperidin-4-yl)butyl 4-methylbenzene-1-sulfonate